(R)-N-(2-(3-((5-Cyano-4-methoxypyrimidin-2-yl)amino)piperidin-1-yl)-1-methyl-1H-indol-5-yl)acrylamide C(#N)C=1C(=NC(=NC1)N[C@H]1CN(CCC1)C=1N(C2=CC=C(C=C2C1)NC(C=C)=O)C)OC